ClC=1C(=C(C=C2N=CC(=NC12)C=1C=NN(C1)CC1CCN(CC1)C(=O)OC(C)(C)C)C)O tert-butyl 4-((4-(8-chloro-7-hydroxy-6-methylquinoxalin-2-yl)-1H-pyrazol-1-yl) methyl)piperidine-1-carboxylate